FC=1C(=CC(=NC1)[C@H](C)N1C(C2=CC(=CC(=C2CC1)N1CCCC1)CN1C(=NC=C1)NC)=O)OC (S)-2-(1-(5-fluoro-4-methoxypyridin-2-yl)ethyl)-7-((2-(methylamino)-1H-imidazol-1-yl)methyl)-5-(pyrrolidin-1-yl)-3,4-dihydroisoquinolin-1(2H)-one